N-(2-(isopropylsulfanyl)phenyl)but-3-enamide C(C)(C)SC1=C(C=CC=C1)NC(CC=C)=O